FC(C1=CC=C(C=C1)C#CC(C)=O)(F)F 4-(4-trifluoromethylphenyl)-3-butyn-2-one